C(C1=CC=CC=C1)NCCC1=CNC2=CC=CC=C12 BENZYLTRYPTAMINE